(S)-2-(3-oxo-3-(2,3,6-trifluoro-4-(methoxycarbonyl)phenyl)propyl)morpholine-4-carboxylate O=C(CC[C@H]1CN(CCO1)C(=O)[O-])C1=C(C(=C(C=C1F)C(=O)OC)F)F